2-[4-[3-[(2,6-dioxo-3-piperidyl)amino]phenyl]-1-piperidyl]acetic acid O=C1NC(CCC1NC=1C=C(C=CC1)C1CCN(CC1)CC(=O)O)=O